The molecule is a polyketide and carboxamide produced by a (Pseudomonas) bacterial endosymbiont of certain rove beetles (genus Paederus). Pederin is the agent responsible for the vesicant effects (linear or Paederus dermatitis) when the beetle is crushed against the skin. It is a powerful inhibitor of protein biosynthesis and mitosis and a potent antitumour agent. It has a role as a bacterial metabolite, a vesicant, an antineoplastic agent and an antimitotic. It is a polyketide, a cyclic ketal, a diol, a member of oxanes, a secondary alcohol and a secondary carboxamide. C[C@H]1[C@H](O[C@](CC1=C)([C@@H](C(=O)N[C@H]([C@@H]2C[C@H](C([C@H](O2)C[C@@H](COC)OC)(C)C)O)OC)O)OC)C